C(C)(C)(C)OC(=O)NC(C(=O)OCC)CC1=CC=C(C=C1)B1OC(C(O1)(C)C)(C)C ethyl 2-((tert-butoxycarbonyl)amino)-3-(4-(4,4,5,5-tetramethyl-1,3,2-dioxa-borolan-2-yl)phenyl)propanoate